Sodium rac-2-((2R,6R)-2-methyl-6-phenylpiperidin-1-yl)-2-oxoacetate C[C@H]1N([C@H](CCC1)C1=CC=CC=C1)C(C(=O)[O-])=O.[Na+] |r|